ClC1=C2C(=C(C(N(C2=CC=C1F)COCC[Si](C)(C)C)=O)C1(CC1)C(=O)N[C@@H](C)C1=NC=C(C=N1)C#N)C (5-chloro-6-fluoro-4-methyl-2-oxo-1-{[2-(trimethylsilyl)ethoxy]methyl}quinolin-3-yl)-N-[(1S)-1-(5-cyanopyrimidin-2-yl)ethyl]cyclopropane-1-carboxamide